ClC1=C(C(=NC(=N1)C)NC12CC(C1)(C2)F)N 6-chloro-N4-{3-fluoro-bicyclo[1.1.1]pentan-1-yl}-2-methylpyrimidine-4,5-diamine